7-methoxy-6-(1-(tetrahydro-2H-pyran-2-yl)-1H-pyrazol-4-yl)imidazo[1,2-b]pyridazine COC1=CC=2N(N=C1C=1C=NN(C1)C1OCCCC1)C=CN2